ClC1=C(C(=O)NC2[C@@H]3CN(C[C@H]23)C2=NC=C(C=C2)C=2C=3N(C=C(C2)C=2C=NN(C2)C)N=CC3C#N)C(=CC=C1)F 2-chloro-N-((1R,5S,6s)-3-(5-(3-cyano-6-(1-methyl-1H-pyrazol-4-yl)pyrazolo[1,5-a]pyridin-4-yl)pyridin-2-yl)-3-azabicyclo[3.1.0]hexane-6-yl)-6-fluorobenzamide